2-(4-((4-(4-chlorophenyl)-5-oxo-4,5-dihydro-1H-1,2,4-triazol-1-yl)methyl)-2-methylphenoxy)-2-methylpropanoic acid ClC1=CC=C(C=C1)N1C=NN(C1=O)CC1=CC(=C(OC(C(=O)O)(C)C)C=C1)C